COC=1C=C2[C@]3(C(NC2=CC1)=O)[C@@H](C3)C3=CC=C1C(=NNC1=C3)NC=3C(=NN(C3)C)OC (1R,2S)-5'-methoxy-2-{3-[(3-methoxy-1-methyl-1H-pyrazol-4-yl)amino]-1H-indazol-6-yl}spiro[cyclopropan-1,3'-indol]-2'(1'H)-one